FC(C=1C=C(C=C(C1)C(F)(F)F)/C=C/C1=NC=2C=CC3=C(C2C1(C)C)C=CC=C3)(F)F 2-{(E)-2-[3,5-Bis(trifluoromethyl)phenyl]ethenyl}-1,1-dimethyl-1H-benzo[e]indole